4-[[3-(4-methoxyphenyl)imidazo[1,2-a]pyrazin-8-yl]amino]-N,2-dimethyl-N-(2-piperidin-4-ylethyl)benzamide COC1=CC=C(C=C1)C1=CN=C2N1C=CN=C2NC2=CC(=C(C(=O)N(CCC1CCNCC1)C)C=C2)C